COC(=O)C1=CC=C(C=C1)C1=NN=C(S1)NC(=O)C1=CC=C(C=C1)C1=CC=C(C=C1)C(=O)NC1=C(C(=CC=C1)C(C)C)CC(=O)O 2-(2-[4'-((5-[4-(methoxycarbonyl)phenyl]-1,3,4-thiadiazol-2-yl)carbamoyl)-[1,1'-biphenyl]-4-amido]-6-(propan-2-yl)phenyl)acetic acid